CC1=NOC(=C1NC(=O)O[C@@H](C)C1=C(C=CC=C1)C(F)(F)F)C1=CC=C(C=N1)NC(=O)C1CCCCC1 (1S,2S)-2-((6-(3-Methyl-4-((((R)-1-(2-(trifluoromethyl)phenyl)ethoxy)carbonyl)amino)isoxazol-5-yl)pyridin-3-yl)carbamoyl)cyclohexan